6-(pyrrolidine-1-yl)nicotinoyl chloride N1(CCCC1)C1=NC=C(C(=O)Cl)C=C1